C(C)(C)(C)SC1=C(N(C2=CC=C(C=C12)OCC1=NC2=CC=CC=C2C=C1)CC1=CC=C(C=C1)Cl)CC(C(=O)O)(C)C 3-[3-tert-butylsulfanyl-1-[(4-chlorophenyl)methyl]-5-(2-quinolinylmethoxy)indol-2-yl]-2,2-dimethyl-propionic acid